O[C@@H](CCCCCCC(C(=O)OC(C)(C)C)(C)C)[C@H](CCCCCCC(C(=O)OC(C)(C)C)(C)C)OC di-tert-butyl (9S,10S)-9-hydroxy-10-methoxy-2,2,17,17-tetramethyloctadecanedioate